(3R,7S)-2-(3,4-Dichlorobenzoyl)-N,3-dimethyl-10-oxo-9-(1-(6-(2-oxopyrrolidin-1-yl)pyridin-3-yl)ethyl)-1,2,3,4,7,8,9,10-octahydropyrido[4',3':3,4]pyrazolo[1,5-a]pyrazine-7-carboxamide ClC=1C=C(C(=O)N2CC=3C(=NN4C3C(N(C[C@H]4C(=O)NC)C(C)C=4C=NC(=CC4)N4C(CCC4)=O)=O)C[C@H]2C)C=CC1Cl